ClC1=C(C(=C(C=C1OC)OC)Cl)C=1C=2N(C3=CC(=NC=C3C1)C=1C(=CC(=C(C1)NC(C=C)=O)N1CCC3(CCOC3)CC1)OC)C=CN2 N-(5-(4-(2,6-dichloro-3,5-dimethoxyphenyl)imidazo[1,2-a][1,6]naphthyridin-8-yl)-4-methoxy-2-(2-oxa-8-azaspiro[4.5]decan-8-yl)phenyl)acrylamide